(4-bromo-3-chlorophenyl)acrylic acid BrC1=C(C=C(C=C1)C(C(=O)O)=C)Cl